3-(4-chlorophenyl)-1,5-diphenyl-4-hydroxy-1H-pyrazole ClC1=CC=C(C=C1)C1=NN(C(=C1O)C1=CC=CC=C1)C1=CC=CC=C1